CC=1C=C(C=C(C1)C)[C@H]1NC(OC1)=O (R)-4-(3,5-dimethylphenyl)-2-oxazolidinone